(RS)-4-(6-chlorobenzooxazolyloxy)-phenoxypropionic acid methyl ester COC([C@@H](C)OC1=CC=C(C=C1)OC=1OC2=C(N1)C=CC(=C2)Cl)=O |r|